C(C=C)(=O)N1CC2(C1)CN(CC2)C2=C(C(=NC(=N2)OC[C@H]2N(CCC2)C)OC2=C(C(=O)N)C=CC=C2)C#N (S)-2-((6-(2-acryloyl-2,6-diazaspiro[3.4]octan-6-yl)-5-cyano-2-((1-methylpyrrolidin-2-yl)methoxy)pyrimidin-4-yl)oxy)benzamide